(2,2-difluoroethyl)-7-fluoro-1-methyl-3-nitro-1H-pyrrolo[3,2-c]pyridin-4(5H)-one FC(CC1=C(C=2C(NC=C(C2N1C)F)=O)[N+](=O)[O-])F